Isopropyl 3-(7,8-dimethoxy-4-oxobenzo[4,5]thieno[3,2-d]pyrimidin-3(4H)-yl)-2-oxopropanoate COC1=CC2=C(C=3N=CN(C(C3S2)=O)CC(C(=O)OC(C)C)=O)C=C1OC